C(#N)[C@H]1N(CC(C1)(F)F)C(CNC(=O)C1=CC=NC2=CC(=CC=C12)C1=CC=C(OCCCN2CCN(CC2)C(=O)OC(C)(C)C)C=C1)=O (S)-tert-butyl 4-(3-(4-(4-(2-(2-cyano-4,4-difluoropyrrolidin-1-yl)-2-oxoethylcarbamoyl)quinolin-7-yl)phenoxy)propyl)piperazine-1-carboxylate